5-[3-[(cyclopropylamino)methyl]azetidin-1-yl]-N-(6-ethoxy-2-methyl-indazol-5-yl)pyrazine-2-carboxamide C1(CC1)NCC1CN(C1)C=1N=CC(=NC1)C(=O)NC1=CC2=CN(N=C2C=C1OCC)C